Ethyl 2'-chloro-6-fluoro-5-(2-methoxyethoxy)-5'-(2-phenyloxiran-2-yl)-[1,1'-biphenyl]-2-carboxylate ClC1=C(C=C(C=C1)C1(OC1)C1=CC=CC=C1)C=1C(=CC=C(C1F)OCCOC)C(=O)OCC